3,3,3-trifluoro-1-(3-fluoro-5-(4-(4-(4,4,5,5-tetramethyl-1,3,2-dioxaborolan-2-yl)phenyl)piperazin-1-yl)pyridin-2-yl)propan-1-ol FC(CC(O)C1=NC=C(C=C1F)N1CCN(CC1)C1=CC=C(C=C1)B1OC(C(O1)(C)C)(C)C)(F)F